C1(CCC1)OC=1C(=CC2=CN(N=C2C1)[C@]12CO[C@](CC1)(C2)C)C(=O)NC=2C(N(C=CC2)C2CC2)=O 6-cyclobutoxy-N-(1-cyclopropyl-2-oxo-1,2-dihydropyridin-3-yl)-2-((1R,4R)-1-methyl-2-oxabicyclo[2.2.1]heptan-4-yl)-2H-indazole-5-carboxamide